2-[6-[(4aR,8aS)-7-methyl-2,3,4,4a,5,6,8,8a-octahydro-1,7-naphthyridin-1-yl]pyridazin-3-yl]-3,5-dimethyl-phenol CN1CC[C@H]2CCCN([C@@H]2C1)C1=CC=C(N=N1)C1=C(C=C(C=C1C)C)O